BrC=1C=NC(=NC1)CC=1N(N=C(C1)C(F)(F)F)C1=CC=C(C=C1)C(F)(F)F 5-bromo-2-[[5-(trifluoromethyl)-2-[4-(trifluoromethyl)phenyl]pyrazol-3-yl]methyl]pyrimidine